2-(3,4-dichlorophenyl)-1,3-thiazol-4-ylamine ClC=1C=C(C=CC1Cl)C=1SC=C(N1)N